(S)-3-methylmorpholine hydrochloride Cl.C[C@@H]1NCCOC1